N-[6-(4-hydroxycyclohexoxy)-2,2-dimethyl-3H-benzofuran-5-yl]pyrazolo[1,5-a]pyrimidine-3-carboxamide OC1CCC(CC1)OC1=CC2=C(CC(O2)(C)C)C=C1NC(=O)C=1C=NN2C1N=CC=C2